ClC1=CC=NN1C1=NN=C(S1)NC(=O)C1=CC(=C(C(O1)=O)OCCO)C1=C(C=CC=C1OC)C#N N-(5-(5-chloro-1H-pyrazol-1-yl)-1,3,4-thiadiazol-2-yl)-4-(2-cyano-6-methoxyphenyl)-3-(2-hydroxyethoxy)-2-oxo-2H-pyran-6-carboxamide